5-ethyl-2,4-dimethyl-6,8-dioxabicyclo[3.2.1]octane C(C)C12C(CC(C(CO1)O2)C)C